C1(CC1)N1CC(CC1=O)NC(CC1=C(C=CC(=C1)Cl)Cl)=O N-(1-cyclopropyl-5-oxopyrrolidin-3-yl)-2-(2,5-dichlorophenyl)acetamid